5-(1-((1R,5S,6r)-bicyclo[3.1.0]hexan-6-yl)-6-tosyl-1,6-dihydroimidazo[4,5-d]pyrrolo[2,3-b]pyridin-2-yl)furan-2-carbaldehyde [C@H]12CCC[C@@H]2C1N1C(=NC=2C1=C1C(=NC2)N(C=C1)S(=O)(=O)C1=CC=C(C)C=C1)C1=CC=C(O1)C=O